4-(2,3-Dichloro-6-hydroxyphenyl)-1-(3-(hydroxyamino)propyl)pyrrolidin-2-one ClC1=C(C(=CC=C1Cl)O)C1CC(N(C1)CCCNO)=O